N1N=CC2=CC=C(C=C12)C1=CC=C(C=C1)[C@H]1[C@@H](C1)C1(CCC(CC1)N)N 1-((trans)-2-(4-(1H-indazol-6-yl)phenyl)cyclopropyl)cyclohexane-1,4-diamine